FC1=C2C(=C(C(=NC2=CC=C1)C(F)(F)F)C(=O)OCC)CCCC(F)(F)F ethyl 5-fluoro-4-(4,4,4-trifluorobutyl)-2-(trifluoromethyl)quinoline-3-carboxylate